thiazol-2-yl-but-3-yn-2-ol S1C(=NC=C1)CC(C#C)O